C(C)OP(=O)(OCC)CP(=O)(OCC)OCC 1-[diethoxyphosphorylmethyl(ethoxy)phosphoryl]oxyethane